4-methoxy-6-(methoxymethyl)benzo[d]isoxazol-3-amine COC1=CC(=CC2=C1C(=NO2)N)COC